2-benzyloxypropanal C(C1=CC=CC=C1)OC(C=O)C